ClC1=NC2=CC=CC=C2C(=C1)NCCC1=CC=C(C=C1)N(S(=O)(=O)C)O N-(4-(2-((2-Chlorochinolin-4-yl)amino)ethyl)phenyl)-N-hydroxymethansulfonamid